FC1=C(C=C(C(=C1)F)F)C1=C(C=CC=C1)NC(=O)C=1C(=NN(C1)C)C(F)Cl N-(2',4',5'-trifluorobiphenyl-2-yl)-3-(chlorofluoromethyl)-1-methylpyrazol-4-yl-carboxamide